ClC=1C(=C(C=CC1Cl)NC1=NC=NC2=CC=C(C(=C12)OC)NC(C=CC1N(CCC1)C)=O)F N-(4-((3,4-dichloro-2-fluorophenyl)amino)-5-methoxyquinazolin-6-yl)-3-(1-methylpyrrolidin-2-yl)acrylamide